methyl (E)-4-(2-(3-(2-((1-(3-(1-methyl-1H-pyrazol-4-yl)-5-(thiophen-2-yl)phenyl)ethyl)carbamoyl)phenyl)propanoyl)hydrazineyl)-4-oxobut-2-enoate CN1N=CC(=C1)C=1C=C(C=C(C1)C=1SC=CC1)C(C)NC(=O)C1=C(C=CC=C1)CCC(=O)NNC(/C=C/C(=O)OC)=O